FC1=CC=C(C=C1)C=1N(C(=CN1)C)CC1=C(OCCC[C@H](CC(=O)OCC)C)C=CC=C1 ethyl (R)-6-(2-((2-(4-fluorophenyl)-5-methyl-1H-imidazol-1-yl)methyl)phenoxy)-3-methylhexanoate